(R)-6-(2-amino-6-fluoro-5-(4-(2-isopropylmorpholino)phenyl)pyridin-3-yl)-8-fluoro-3,4-dihydroisoquinolin-1(2H)-one NC1=NC(=C(C=C1C=1C=C2CCNC(C2=C(C1)F)=O)C1=CC=C(C=C1)N1C[C@H](OCC1)C(C)C)F